6-(4-(11-hydroxyundecyl)-3-(trifluoromethyl)phenyl)pyridazin-3(2H)-one OCCCCCCCCCCCC1=C(C=C(C=C1)C=1C=CC(NN1)=O)C(F)(F)F